COC1=CC=C(CN2C(C(CC2)C(=O)NNC(C2=C(C=CC=C2)NC2=CC=C(C=C2)C(F)(F)F)=O)=O)C=C1 1-(4-methoxybenzyl)-2-oxo-N'-(2-((4-(trifluoromethyl)phenyl)amino)benzoyl)pyrrolidine-3-carbohydrazide